ClC=1C=C(C#N)C=C(C1)CC(CCC[C@H]1NC[C@H](C1)COC)=O 3-chloro-5-(5-((2R,4S)-4-(methoxymethyl)pyrrolidin-2-yl)-2-oxopentyl)benzonitrile